Cl.COC1=C(SC=C1)CNCCC1(CCOC2(CCCC2)CC1)C1=NC=CC=C1 N-((3-methoxythiophen-2-yl)methyl)-2-(9-(pyridin-2-yl)-6-oxaspiro[4.6]undecan-9-yl)ethylamine hydrochloride